2-(5-Chloro-pyridin-3-yl)-pentanoic acid (5-bromo-pyrazin-2-yl)amide BrC=1N=CC(=NC1)NC(C(CCC)C=1C=NC=C(C1)Cl)=O